ethyl (S)-7,8-dimethyl-6-oxo-2-(((1-((6-(trifluoromethyl) pyridin-3-yl) methyl)-1H-pyrazol-4-yl) methyl) amino)-5,6,7,8-tetrahydropteridine-4-carboxylate C[C@H]1C(NC=2C(=NC(=NC2N1C)NCC=1C=NN(C1)CC=1C=NC(=CC1)C(F)(F)F)C(=O)OCC)=O